NC=1N=C(C2=CC=CC=C2C1)C1=C(C=C2C(=NC=NC2=C1)N1CCN(CC1)C(C=C)=O)Cl 1-[4-[7-(3-amino-1-isoquinolyl)-6-chloro-quinazolin-4-yl]piperazin-1-yl]prop-2-en-1-one